[N+](=O)([O-])C1=C(N)C=CC=C1.[Br] bromine o-nitroaniline